N-[[1-[[4-methoxy-3-[(2-methoxyphenyl)sulfonylamino]-1,2-benzoxazol-6-yl]methyl]pyrazol-4-yl]methyl]but-2-ynamide COC1=CC(=CC2=C1C(=NO2)NS(=O)(=O)C2=C(C=CC=C2)OC)CN2N=CC(=C2)CNC(C#CC)=O